trans-tert-butyl (4-(2-(2-(4-chloro-3-fluorophenyl)acetyl)hydrazinecarbonyl)cyclohexyl)carbamate ClC1=C(C=C(C=C1)CC(=O)NNC(=O)[C@@H]1CC[C@H](CC1)NC(OC(C)(C)C)=O)F